tert-butyl (2S)-3-hydroxy-2-methyl-5-oxopyrrolidine-1-carboxylate OC1[C@@H](N(C(C1)=O)C(=O)OC(C)(C)C)C